C(N)(=O)C1=CC=C(OCC=2C3=C(SC2C(=O)OCC)C=CC=C3F)C=C1 ethyl 3-((4-carbamoylphenoxy)methyl)-4-fluorobenzo[b]thiophene-2-carboxylate